5-Methylamino-2-[3-(trimethoxysilyl)propyl]-2H-tetrazol CNC=1N=NN(N1)CCC[Si](OC)(OC)OC